(2S,4R)-1-[(2S)-2-(4-cyclopropyltriazol-1-yl)-3,3-dimethyl-butanoyl]-N-[3-(3,5-difluorophenyl)cyclobutyl]-4-hydroxy-pyrrolidine-2-carboxamide C1(CC1)C=1N=NN(C1)[C@H](C(=O)N1[C@@H](C[C@H](C1)O)C(=O)NC1CC(C1)C1=CC(=CC(=C1)F)F)C(C)(C)C